acryloyloxybutyltrihydroxysilane C(C=C)(=O)OCCCC[Si](O)(O)O